ClC1=CN(C2=NC=C(C=C21)C(=O)NC(CC2=CC=CC=C2)(C)C)C 3-chloro-1-methyl-N-(2-methyl-1-phenylpropan-2-yl)-1H-pyrrolo[2,3-b]pyridine-5-carboxamide